C(CCCCCC\C=C/C\C=C/CCCCC)C(O[Si](OCCCCCCN(CCO)CCO)(C)C)OC\C=C(\CCCC(CCCC(CCCC(C)C)C)C)/C (E)-13-((8Z,11Z)-heptadeca-8,11-dien-1-yl)-3-(2-hydroxyethyl)-11,11,17,21,25,29-hexamethyl-10,12,14-trioxa-3-aza-11-silatriacont-16-en-1-ol